C1(CC1)NC(C1=C(C=C(C(=C1)N1N=NC(=C1)C1=CN=C2N1C=C(C(=C2)OC)C2(CCN(CC2)C)F)C)F)=O N-cyclopropyl-2-fluoro-5-(4-(6-(4-fluoro-1-methylpiperidin-4-yl)-7-methoxyimidazo[1,2-a]pyridin-3-yl)-1H-1,2,3-triazol-1-yl)-4-methylbenzamide